C(C=C)NCCC1(COC1)C1=CC=CC=C1 N-allyl-2-(3-phenyloxetan-3-yl)ethylamine